C(C1=CC=CC=C1)OC([C@H](C(C)C)N1C[C@@]2(CCN(C2)C(=O)OCCCC)CC1)=O butyl (S)-7-((S)-1-(benzyloxy)-3-methyl-1-oxobutan-2-yl)-2,7-diazaspiro[4.4]nonane-2-carboxylate